CC=1C=C(N=NC1N1C(C=2C=C(C=NC2CC1([2H])[2H])NC=1C(=NC=CC1)C)([2H])[2H])C#N 5-methyl-6-(3-((2-methylpyridin-3-yl)amino)-7,8-dihydro-1,6-naphthyridin-6(5H)-yl-5,5,7,7-d4)pyridazine-3-carbonitrile